5-[(2-{5-[(1R,4R,7R)-7-amino-2-azabicyclo[2.2.1]heptane-2-carbonyl]-7-methoxy-1-methyl-1H-1,3-benzodiazol-2-yl}-1-(cyclopropylmethyl)-1H-indol-6-yl)amino]pyrimidine-2-carbonitrile N[C@H]1[C@@H]2N(C[C@H]1CC2)C(=O)C2=CC1=C(N(C(=N1)C=1N(C3=CC(=CC=C3C1)NC=1C=NC(=NC1)C#N)CC1CC1)C)C(=C2)OC